2',3'-dihydro-1'H-spiro[cyclobutan-1,4'-isoquinoline]-1'-one C1(NCC2(C3=CC=CC=C13)CCC2)=O